C1(CC1)C(=O)N[C@H](C(=O)N[C@H](C(=O)OC(C)C)CCC(C=[N+]=[N-])=O)CC1=CNC2=CC=CC=C12 Isopropyl (S)-2-((S)-2-(cyclopropanecarboxamido)-3-(1H-indol-3-yl)propanamido)-6-diazo-5-oxohexanoate